([2-(2,6-Dioxopiperidin-3-yl)-1,3-dioxo-2,3-dihydro-1H-isoindol-4-yl]oxy)pentanoic acid O=C1NC(CCC1N1C(C2=CC=CC(=C2C1=O)OC(C(=O)O)CCC)=O)=O